CN(C(\C=C\CN[C@@H]1CN(CC1)C1=NC=C(C=C1)\C(=C(\CC(F)(F)F)/C1=CC=CC=C1)\C=1C=C2C(=NN(C2=CC1)C1OCCCC1)F)=O)C (E)-N,N-Dimethyl-4-(((3S)-1-(5-((Z)-4,4,4-trifluoro-1-(3-fluoro-1-(tetrahydro-2H-pyran-2-yl)-1H-indazol-5-yl)-2-phenylbut-1-en-1-yl)pyridin-2-yl)pyrrolidin-3-yl)amino)but-2-enamide